3-(1-isopropylpyrrolidin-2-yl)acrylamide C(C)(C)N1C(CCC1)C=CC(=O)N